(9H-fluoren-9-yl)methyl (2-((4-(((2S*,4R*)-6-chloro-2-methyl-1-propionyl-1,2,3,4-tetrahydroquinolin-4-yl)amino)phenyl)amino)-2-oxoethyl)carbamate ClC=1C=C2[C@@H](C[C@@H](N(C2=CC1)C(CC)=O)C)NC1=CC=C(C=C1)NC(CNC(OCC1C2=CC=CC=C2C=2C=CC=CC12)=O)=O |o1:4,6|